8-(4-(benzyloxy)-3-(trifluoromethoxy)phenyl)-3-(2-hydroxypropyl)-7-methyl-3,7-dihydro-1H-purine-2,6-dione C(C1=CC=CC=C1)OC1=C(C=C(C=C1)C1=NC=2N(C(NC(C2N1C)=O)=O)CC(C)O)OC(F)(F)F